S1C(SCCC1)C=1OC(=CC(C1C1=CC=CC=C1)C1=CC=C(C=C1)C)C1=CC=C(C=C1)C 2-(1,3-dithian-2-yl)-3-phenyl-4,6-di-p-tolyl-4H-pyran